[4-[(1r,4r)-[5-[2-[(4-Aminocyclohexyl)amino]pyrimidin-4-yl]thiazol-4-yl]oxy]-3-fluorophenyl]2-chlorobenzenesulfonamide NC1CCC(CC1)NC1=NC=CC(=N1)C1=C(N=CS1)OC1=C(C=C(C=C1)C=1C(=C(C=CC1)S(=O)(=O)N)Cl)F